BrC=1C(=CN(C1)[Si](C(C)C)(C(C)C)C(C)C)S(=O)(=O)NC1=C(C=C(C=C1)C#N)F 4-bromo-N-(4-cyano-2-fluorophenyl)-1-(triisopropylsilyl)-1H-pyrrole-3-sulfonamide